2-(4H-1,2,4-triazol-4-yl)ethanol N=1N=CN(C1)CCO